7-cyano-2-(3'-(2-(difluoromethyl)-7-((3-hydroxypyrrolidin-1-yl)methyl)pyrido[3,2-d]pyrimidin-4-ylamino)-2,2'-dimethylbiphenyl-3-yl)benzo[d]oxazol C(#N)C1=CC=CC=2N=C(OC21)C=2C(=C(C=CC2)C2=C(C(=CC=C2)NC=2C1=C(N=C(N2)C(F)F)C=C(C=N1)CN1CC(CC1)O)C)C